2-(tert-Butyl)-N-(6-methyl-5-(7-(methylamino)-1,6-naphthyridin-3-yl)pyridin-3-yl)isonicotinamide C(C)(C)(C)C=1C=C(C(=O)NC=2C=NC(=C(C2)C=2C=NC3=CC(=NC=C3C2)NC)C)C=CN1